trans-3-((Cyclopropylmethyl)amino)-5-(4-hydroxycyclohexyl)-8-(3-morpholinopropoxy)pyrimido[4,5-c]isoquinolin-6(5H)-one C1(CC1)CNC=1N=CC2=C(N(C(C=3C=C(C=CC23)OCCCN2CCOCC2)=O)[C@@H]2CC[C@H](CC2)O)N1